ClC1=CC=C(C=C1)N1N=CC(=C1)C1CCC(CC1)C(=O)O 4-(1-(4-chlorophenyl)-1H-pyrazol-4-yl)cyclohexanecarboxylic acid